1-((2S,5R)-5-((3-(cyclopropylmethyl)-1H-pyrrolo[2,3-b]pyridin-4-yl)amino)-2-methylpiperidin-1-yl)prop-2-en-1-one naphthalen-1-ylmethyl-acrylate C1(=CC=CC2=CC=CC=C12)COC(C=C)=O.C1(CC1)CC1=CNC2=NC=CC(=C21)N[C@@H]2CC[C@@H](N(C2)C(C=C)=O)C